N-[5-[4-(3-chloro-2-fluoro-anilino)quinazolin-6-yl]-2-methoxy-3-pyridyl]methanesulfonamide ClC=1C(=C(NC2=NC=NC3=CC=C(C=C23)C=2C=C(C(=NC2)OC)NS(=O)(=O)C)C=CC1)F